N[C@H](C(=O)O)[C@H](CCCB(O)O)CNC([C@H](CC)N)=O (2S,3R)-2-amino-3-(((S)-2-aminobutanamido)methyl)-6-boronohexanoic Acid